2-(2-chloro-5-isopropyl-8-carbonyl-thieno[2',3':4,5]pyrrolo[1,2-d][1,2,4]triazin-7(8H)-yl)-N-(methylsulfonyl)acetamide ClC1=CC2=C(C=C3N2C(=NN(C3=C=O)CC(=O)NS(=O)(=O)C)C(C)C)S1